1,2,3,5-hexanetetraol C(C(C(CC(C)O)O)O)O